ONC(=O)C1=CC2=C(CN([C@H](CO2)C2=CC=CC=C2)C(=O)C2CCC(CC2)OC)C=C1 (S)-N-hydroxy-4-((1r,4S)-4-methoxycyclohexane-1-carbonyl)-3-phenyl-2,3,4,5-tetrahydrobenzo[f][1,4]oxazepine-8-carboxamide